C(C)(C)C1=C(C=CC=C1)[C@@H]1CN(CCN1)CC1=CC(=C(C=C1)C(F)(F)F)OC (R)-3-(2-isopropylphenyl)-1-(3-methoxy-4-(trifluoromethyl)benzyl)piperazine